(1S,2S,4R,6R,8S,9S,11S,12S,13R)-8-[2-(4-Amino-3-fluorophenoxy)acetyl]-11-hydroxyl-9,13-dimethyl-6-propyl-5,7-dioxapentacyclo[10.8.0.02,9.04,8.013,18]icosa-14,17-dien-16-one NC1=C(C=C(OCC(=O)[C@@]23O[C@@H](O[C@@H]2C[C@H]2[C@@H]4CCC5=CC(C=C[C@@]5([C@H]4[C@H](C[C@]32C)O)C)=O)CCC)C=C1)F